7-(((tert-butoxycarbonyl)(3-hydroxypropyl)amino)methyl)-2-chloro-7,8-dihydro-1,6-naphthyridine C(C)(C)(C)OC(=O)N(CCCO)CC1N=CC=2C=CC(=NC2C1)Cl